N-(tert-butoxycarbonyl)-N'-(2-ethylbutyl)-L-tryptophan C(C)(C)(C)OC(=O)N[C@@H](CC1=CN(C2=CC=CC=C12)CC(CC)CC)C(=O)O